6-(2,4-dimethoxypyrimidin-5-yl)-3-fluoro-8-[(1S,2S)-2-[4-(trifluoromethyl)phenyl]cyclopropyl]imidazo[1,2-b]pyridazine COC1=NC=C(C(=N1)OC)C=1C=C(C=2N(N1)C(=CN2)F)[C@@H]2[C@H](C2)C2=CC=C(C=C2)C(F)(F)F